tert-Butyl (((3R,4R)- and (3S,4S)-4-hydroxytetrahydrofuran-3-yl)methyl)carbamate O[C@@H]1[C@@H](COC1)CNC(OC(C)(C)C)=O |r|